ClC=1C=C(C=CC1Cl)C1=CC=C(O1)CCNC(=O)C=1NN=C(C1)C(=O)N1CCN(CC1)C(C)=O 5-(4-Acetylpiperazine-1-carbonyl)-2H-pyrazole-3-carboxylic acid {2-[5-(3,4-dichlorophenyl)furan-2-yl]ethyl}amide